OC=1C=C2OC=3C=C(C(=C(C3C(C2=CC1OC)=O)OC)OC)OC 6-hydroxy-1,2,3,7-tetramethoxyxanthone